4-Benzyl-1-(3-bromo-4-methoxy-phenyl)sulfonyl-piperidine C(C1=CC=CC=C1)C1CCN(CC1)S(=O)(=O)C1=CC(=C(C=C1)OC)Br